The molecule is a 7-hydroxyflavonol substituted by additional hydroxy groups at positions 5 and 3' and prenyl groups at positions 6, 8 and 4'. Isolated from the roots of Dorstenia psilurus, it exhibits alpha-glucosidase inhibitory activity. It has a role as a metabolite and an EC 3.2.1.20 (alpha-glucosidase) inhibitor. CC(=CCC1=C(C=C(C=C1)C2=C(C(=O)C3=C(C(=C(C(=C3O2)CC=C(C)C)O)CC=C(C)C)O)O)O)C